6-(4-(2-Fluoro-5-((7-(methyl(prop-2-ynyl)amino)-4-oxo-3,4-dihydrophthalazin-1-yl)methyl)benzoyl)piperazin-1-yl)nicotinonitrile FC1=C(C(=O)N2CCN(CC2)C2=NC=C(C#N)C=C2)C=C(C=C1)CC1=NNC(C2=CC=C(C=C12)N(CC#C)C)=O